FC(C=1C=C(OC=2SC3=NC=4N(C=C3N2)CCC4)C=C(C1)C(F)(F)F)(F)F 2-(3,5-bistrifluoromethylphenoxy)-6,7-dihydropyrrolo[1,2-a]thiazolo[5,4-d]pyrimidine